CC(C)C1CC=C(CC1)CCO 4-(1-methylethyl)-1-cyclohexene-1-ethanol